propionic acid hippurate C(CNC(=O)C1=CC=CC=C1)(=O)O.C(CC)(=O)O